N1C(NCC12CCNCC2)=O 1,3,8-Triaza-2-spiro[4.5]decanone